C(C)(=O)O.NO HYDROXYLAMINE ACETATE